C1(CCCCC1)NC=1C2=C(N=CC1C1=CC=CC3=CC=CC=C13)NC=C2 N-cyclohexyl-5-(naphthalen-1-yl)-1H-pyrrolo[2,3-b]pyridin-4-amine